METHYLSULFONAMIDE CS(=O)(=O)N